COC=1C(C=2C(=CC=C3C=CC=C(C1)C23)C2=CC=C(C=C2)OC)=O 2-Methoxy-9-(4-methoxyphenyl)-1H-phenalen-1-one